FC1=CC=C(C=C1)C(COCC(F)(F)F)C1CCN(CC1)C(=O)N1C[C@@H]2[C@@H](OCC(N2)=O)CC1 (4aR,8aS)-6-(4-(1-(4-Fluorophenyl)-2-(2,2,2-trifluoroethoxy)ethyl)piperidine-1-carbonyl)hexahydro-2H-pyrido[4,3-b][1,4]oxazin-3(4H)-one